3-(2-cyclopropyl-6-isopropoxy-1-oxo-1,2,3,4-tetrahydroisoquinolin-7-yl)quinazolin-4(3H)-one C1(CC1)N1C(C2=CC(=C(C=C2CC1)OC(C)C)N1C=NC2=CC=CC=C2C1=O)=O